C1(CC1)C[C@H]1C[C@@H]2[C@H](N[C@H]1CC2)C(=O)N2CC1(CN(C1)C1=NC=NC=C1OC1=C(C(=O)N(C(C)C)C(C)C)C=C(C=C1)F)C2 2-[(4-{6-[(1S,3S,4R,6S)-6-(cyclopropylmethyl)-2-azabicyclo[2.2.2]octane-3-carbonyl]-2,6-diazaspiro[3.3]heptan-2-yl}pyrimidin-5-yl)oxy]-5-fluoro-N,N-di(propan-2-yl)benzamide